cyclohexane-1,4-diolate C1(CCC(CC1)[O-])[O-]